F[C@H]1CN(CC[C@H]1NC=1C=2N(C=CC1)C(=C(N2)C#CCNC2=C(C=C(C(=O)NC)C=C2)OC)\C=C\C(F)(F)F)C 4-((3-(8-(((3S,4R)-3-fluoro-1-methylpiperidin-4-yl)amino)-3-((E)-3,3,3-trifluoroprop-1-en-1-yl)imidazo[1,2-a]pyridin-2-yl)prop-2-yn-1-yl)amino)-3-methoxy-N-methylbenzamide